CC1=C(C=C(C=C1)NC(=O)N1C[C@@H](CC1)CC(F)(F)F)C1=CC(=NC(=C1)N1CCOCC1)C1CN(CCC1)C(=O)OC(C)(C)C tert-butyl 3-(4-[2-methyl-5-[(3S)-3-(2,2,2-trifluoroethyl)pyrrolidine-1-carbonylamino]phenyl]-6-(morpholin-4-yl)pyridin-2-yl)piperidine-1-carboxylate